[B](F)F.C1(=CC=CC=C1)C(CC1=NC=CC=C1O)=O 1-phenyl-2-(3-hydroxypyridin-2-yl)ethan-1-one boron difluoride